ClC=1C=CC2=C(N=C(S2)NC)C1 5-chloro-N-methylbenzo[d]thiazole-2-amine